FC(CN1C(=NC2=C1C=C(C=C2F)C2=CNC=1N=C(N=CC12)NC1CC(C1)(O)C)C)F (1r,3r)-3-((5-(1-(2,2-difluoroethyl)-4-fluoro-2-methyl-1H-benzo[d]imidazol-6-yl)-7H-pyrrolo[2,3-d]pyrimidin-2-yl)amino)-1-methylcyclobutan-1-ol